C(C)C(C(=O)O)CC(=O)C1=CC2=C(C=C(C3=C2C=CO3)OC)S1 2-ethyl-4-(4-methoxythieno[3,2-e]benzofuran-7-yl)-4-oxobutanoic acid